6-(3-(difluoromethyl)-1H-1,2,4-triazol-5-yl)-8-(2-fluorobenzyl)-[1,2,4]triazolo[1,5-a]pyrazine FC(C1=NNC(=N1)C=1N=C(C=2N(C1)N=CN2)CC2=C(C=CC=C2)F)F